O=C1N[C@@H]2CS[C@@H]([C@@H]2N1)CCCCC(=O)OC1=CC=2CCN3C(C2C=C1OC)CC=1C=CC(=C(C1C3)OS(=O)(=O)C3=CC=CC=C3)OC 2,10-Dimethoxy-9-(phenylsulfonyloxy)-5,6,7,8,13,13a-hexahydroisoquinolino[3,2-a]isoquinolin-3-yl 5-((5S,1R,2R)-7-oxo-3-thia-6,8-diazabicyclo[3.3.0]oct-2-yl)pentanoate